6-bromo-4-(4-(4-fluoro-2-hydroxybenzyl)piperazin-1-yl)-1-methyl-2-oxo-1,2-dihydro-1,5-naphthyridine-3-carbonitrile BrC=1N=C2C(=C(C(N(C2=CC1)C)=O)C#N)N1CCN(CC1)CC1=C(C=C(C=C1)F)O